FC=1C=C(C=C2CCC(C12)NC1=CC(=CC=C1)C(F)(F)F)NC(C=C)=O N-[7-fluoro-1-[3-(trifluoromethyl)anilino]-2,3-dihydro-1H-inden-5-yl]acrylamide